(4-fluorobenzyl)-4-((2-methyl-4-phenylthiazol-5-yl)oxy)pyridin-2-amine FC1=CC=C(CC=2C(=NC=CC2OC2=C(N=C(S2)C)C2=CC=CC=C2)N)C=C1